(4-bromo-2-fluorophenyl)(pyrrolidin-1-yl)methanone BrC1=CC(=C(C=C1)C(=O)N1CCCC1)F